methyl(4-methoxy-3-nitrophenyl)-L-prolinate C[C@@]1(N(CCC1)C1=CC(=C(C=C1)OC)[N+](=O)[O-])C(=O)[O-]